C(#N)C=1C=CC=2N(C1)C(=CN2)C(=O)NC=2C=C(C=C(C2C)F)C2=NC(=NO2)C2CN(C2)C(=O)OC methyl 3-(5-(3-(6-cyanoimidazo[1,2-a]pyridine-3-carboxamido)-5-fluoro-4-methylphenyl)-1,2,4-oxadiazol-3-yl)azetidine-1-carboxylate